R-methyl 4-(2-(3-(allyloxy)-2-((tert-butoxycarbonyl)amino)propoxy)ethoxy)-3,5-dimethylbenzoate C(C=C)OC[C@H](COCCOC1=C(C=C(C(=O)OC)C=C1C)C)NC(=O)OC(C)(C)C